FC1(CN(CC1)C1=NC=CC(=C1NC(=O)N1CC=2N(CC1)C=CC2)C2=C(C=CC=C2)F)F N-[2-(3,3-difluoropyrrolidin-1-yl)-4-(2-fluoro-phenyl)-3-pyridyl]-3,4-dihydro-1H-pyrrolo[1,2-a]pyrazine-2-carboxamide